(1-((5-methoxy-6-(trifluoromethyl)pyridin-3-yl)methyl)-1H-pyrazol-4-yl)methylamine hydrochloride Cl.COC=1C=C(C=NC1C(F)(F)F)CN1N=CC(=C1)CN